1-methoxymethylphenylamine COCC1(CC=CC=C1)N